C(C)(C)(C)OC(=O)N1[C@@H](C2CCC1C2)C(=O)O (2S)-3-tert-Butoxycarbonyl-3-azabicyclo[2.2.1]heptane-2-carboxylic acid